CC1=CC(=C(C=C1)CC)NC1=CC=CC=C1 2-(4-methyl-2-(phenylamino)phenyl)ethane